Methyl (2S,5S)-1-(7,8-dichloro-4-(1H-imidazol-1-yl)quinolin-2-yl)-5-(2-(3-methoxy-3-oxopropoxy)ethyl)pyrrolidine-2-carboxylate ClC1=CC=C2C(=CC(=NC2=C1Cl)N1[C@@H](CC[C@H]1CCOCCC(=O)OC)C(=O)OC)N1C=NC=C1